methyl 2-[(3R)-1-[(2R)-2-[4-(2-chloro-4-fluoro-phenyl)-2-oxo-chromen-7-yl]oxypropanoyl]-3-piperidyl]acetate ClC1=C(C=CC(=C1)F)C1=CC(OC2=CC(=CC=C12)O[C@@H](C(=O)N1C[C@H](CCC1)CC(=O)OC)C)=O